(S)-5-phenyl-2-((1R,3S)-3-phenylcyclobutyl)-2,5,6,7-tetrahydro-3H-pyrrolo[2,1-c][1,2,4]triazol-3-one C1(=CC=CC=C1)[C@@H]1CCC2=NN(C(N21)=O)C2CC(C2)C2=CC=CC=C2